C(C1=CC=CC=C1)C1=C(C(=NC=C1C=1C(=NOC1C)C)N)N benzyl-5-(3,5-dimethyl-1,2-oxazol-4-yl)pyridine-2,3-diamine